C(\C(\C)=C\C)(=O)OCCCCCCC heptyl tiglate